NC1=NN2C(C=CC(=C2)C=2C=C(C(=NC2)C)NC(=O)N2OCC[C@H]2C2=C(C(=CC=C2)Cl)C)=N1 (S)-N-(5-(2-amino-[1,2,4]triazolo[1,5-a]pyridin-6-yl)-2-methylpyridin-3-yl)-3-(3-chloro-2-methylphenyl)isoxazolidine-2-carboxamide